(R)-3-(3-(3-Bromo-5-fluorophenyl)isoxazol-5-yl)-3-hydroxy-1-methylpyrrolidin-2-one BrC=1C=C(C=C(C1)F)C1=NOC(=C1)[C@]1(C(N(CC1)C)=O)O